N-(3-(N-Methyl-N-((piperidin-4-yl)methyl)amino)propyl)-2-(4-methoxyphenyl)quinolin-4-amine CN(CC1CCNCC1)CCCNC1=CC(=NC2=CC=CC=C12)C1=CC=C(C=C1)OC